NC1=NN(C(=C1)C)CC[C@H](C)O (S)-4-(3-Amino-5-methyl-1H-pyrazol-1-yl)butan-2-ol